2-methylhydrazine-1-carbothioamide CNNC(N)=S